(2R,3R,4S,5S)-4-[[3-[3-(Difluoromethyl)-4-fluoro-2-methoxy-phenyl]-4,5-dimethyl-5-(trifluoromethyl)tetrahydrofuran-2-carbonyl]amino]pyridin-2-carboxamid FC(C=1C(=C(C=CC1F)[C@@H]1[C@@H](O[C@@]([C@H]1C)(C(F)(F)F)C)C(=O)NC1=CC(=NC=C1)C(=O)N)OC)F